3-methyl-2-(4-(thiophen-2-yl)-1H-1,2,3-triazol-1-yl)butan-1-one CC(C(C=O)N1N=NC(=C1)C=1SC=CC1)C